(6-(4-((1-(Tert-butoxycarbonyl)piperidin-4-yl)methyl)-1,4-diazepan-1-yl)pyridin-3-yl)boronic acid C(C)(C)(C)OC(=O)N1CCC(CC1)CN1CCN(CCC1)C1=CC=C(C=N1)B(O)O